4-((2R,6S)-4-acryloyl-6-methyl-1-(methylsulfonyl)piperazin-2-yl)-6-chloro-N-methyl-[2,3'-bipyridine]-5'-carboxamide C(C=C)(=O)N1C[C@H](N([C@H](C1)C)S(=O)(=O)C)C1=CC(=NC(=C1)Cl)C=1C=NC=C(C1)C(=O)NC